3-[[4-hydroxy-1-[(3R,4R)-1-[4-methyl-2-(6-methyl-3-pyridyl)thiazole-5-carbonyl]-3-phenyl-piperidine-4-carbonyl]-4-piperidinyl]methyl]-7-phenyl-thieno[3,4-d]pyrimidin-4-one OC1(CCN(CC1)C(=O)[C@H]1[C@@H](CN(CC1)C(=O)C1=C(N=C(S1)C=1C=NC(=CC1)C)C)C1=CC=CC=C1)CN1C=NC=2C(C1=O)=CSC2C2=CC=CC=C2